ClC=1C(=NC(=NC1)NC1CC(CCC1)C(=O)O)C1=CC(=CC=C1)N1C(C=CC=C1)=O 3-((5-chloro-4-(3-(2-oxopyridin-1(2H)-yl)phenyl)pyrimidin-2-yl)amino)cyclohexane-1-carboxylic acid